((2S,5R)-6-(((3-(acetylthio)-2,2-dimethylpropoxy)sulfonyl)oxy)-7-oxo-1,6-diazabicyclo[3.2.1]octane-2-carboxamide) methylpropionate COC(CC)=O.C(C)(=O)SCC(COS(=O)(=O)ON1[C@@H]2CC[C@H](N(C1=O)C2)C(=O)N)(C)C